4-chloro-2-(chloromethyl)pyrimidine Tert-butyl-(4-(4,4,5,5-tetramethyl-1,3,2-dioxaborolan-2-yl)phenyl)carbamate C(C)(C)(C)N(C(O)=O)C1=CC=C(C=C1)B1OC(C(O1)(C)C)(C)C.ClC1=NC(=NC=C1)CCl